Cl.N1N=CC=C1 1H-pyrazole hydrochloride salt